C(C1=CC=CC=C1)OC1=C(C=C(CCN2C[C@@H]3[C@H](C2)CC(C3)OC3=C(C=CC=C3)F)C=C1F)F (3aR,5R,6aS)-2-(4-(benzyloxy)-3,5-difluorophenethyl)-5-(2-fluorophenoxy)hexahydrocyclopenta[c]pyrrol